4-bromo-3-ethyl-benzoic acid BrC1=C(C=C(C(=O)O)C=C1)CC